(1R,2R)-2-(3-chlorophenyl)-N-(6-(((6-cyclopropyl-8-(3-methyl-2,4-dioxoimidazolidin-1-yl)imidazo[1,2-a]pyridin-2-yl)methyl)amino)pyrimidin-4-yl)-2-fluorocyclopropane-1-carboxamide ClC=1C=C(C=CC1)[C@@]1([C@H](C1)C(=O)NC1=NC=NC(=C1)NCC=1N=C2N(C=C(C=C2N2C(N(C(C2)=O)C)=O)C2CC2)C1)F